COC=1C=C2[C@]3(C(NC2=CC1)=O)[C@@H](C3)C3=CC=C1C(=NNC1=C3)NC3=NC=NC(=C3OC)N3CCCCC3 (1R,2S)-5'-methoxy-2-(3-{[5-methoxy-6-(piperidin-1-yl)pyrimidin-4-yl]amino}-1H-indazol-6-yl)spiro[cyclopropane-1,3'-indol]-2'(1'H)-one